C(C)[SiH](C1=CC=C(C=C1)C(=C)C1=CC=C(C=C1)N(C)C)CC 1-[4-(diethylsilyl)phenyl]-1-[4-(N,N-dimethylamino)phenyl]ethylene